BrC1=CC=2NC(N(C(C2N=C1)=O)C1=CN=CC2=CC=CC=C12)=O 7-bromo-3-(4-isoquinolinyl)-1H-pyrido[3,2-d]pyrimidine-2,4-dione